O1C(OCC1)C1=C(C(=CC=C1O)F)C=1C=C(N(N1)C)C(=O)OC methyl 5-[2-(1,3-dioxolan-2-yl)-6-fluoro-3-hydroxyphenyl]-2-methylpyrazole-3-carboxylate